tert-butyl 5-((tetrahydro-2H-pyran-4-yl)oxy)isoindoline-2-carboxylate O1CCC(CC1)OC=1C=C2CN(CC2=CC1)C(=O)OC(C)(C)C